4-methyl-3-(methylsulfonyl)-N-((2-(6-(3-((methylsulfonyl)methyl)piperazin-1-yl)pyridin-2-yl)-1,6-naphthyridin-7-yl)methyl)benzamide CC1=C(C=C(C(=O)NCC2=NC=C3C=CC(=NC3=C2)C2=NC(=CC=C2)N2CC(NCC2)CS(=O)(=O)C)C=C1)S(=O)(=O)C